pyrido[3,2-b]indole N1=CC=CC=2NC=3C=CC=CC3C21